CNCC=1C(OC2=CC=CC=C2C1)=O [(METHYLAMINO)METHYL]-2H-CHROMEN-2-ONE